3β-(Thiazol-2-ylmethoxy)-17-(1H-benzimidazol-1-yl)androsta-5,16-dien S1C(=NC=C1)CO[C@@H]1CC2=CC[C@H]3[C@@H]4CC=C([C@@]4(C)CC[C@@H]3[C@]2(CC1)C)N1C=NC2=C1C=CC=C2